C(=O)(O)C1=C(OC2=CC(=C(C=C2)C2(C3=CC=CC=C3C=3C=CC=CC23)C2=C(C=C(C=C2)OC2=C(C(=CC=C2)C(=O)O)C(=O)O)CCC)CCC)C=CC=C1C(=O)O 9,9-bis[4-(2,3-dicarboxyphenoxy)-2-propylphenyl]fluorene